C1=CSC(=N1)N aminothiazoline